C(C1=CC=CC=C1)=C(C(=O)OC)CC(C1=CC=CC=C1)=O methyl 2-benzylidene-4-oxo-4-phenylbutyrate